C(CCCCCCC)(=O)SCCC[Si](OCC)(OCC)OCC S-(Octanoyl)Mercaptopropyl-triethoxysilane